[Gd].[Fe].[Co] cobalt-iron-gadolinium